N-(2,4-Dimethoxyphenyl)-N-methyl-3-phenylpropanamide COC1=C(C=CC(=C1)OC)N(C(CCC1=CC=CC=C1)=O)C